C(C)(C)N1CCC(CC1)N1N=CC(=C1)N\C(\CC)=C\1/C(NC2=CC=C(C=C12)C(=O)N(C)C)=O (Z)-3-(1-((1-(1-isopropylpiperidin-4-yl)-1H-pyrazol-4-yl)amino)propylidene)-N,N-dimethyl-2-oxoindoline-5-carboxamide